5-chloro-4-fluoro-3-(prop-1-en-2-yl)-1-((2-(trimethylsilyl)ethoxy)methyl)-1H-pyrrolo[2,3-c]Pyridine ClC=1C(=C2C(=CN1)N(C=C2C(=C)C)COCC[Si](C)(C)C)F